4-[3-chloro-6-fluoro-2-[(E)-2-(4-phenylphenyl)vinyl]phenyl]-5-hydroxy-2,6-dimethylpyridazin-3-one ClC=1C(=C(C(=CC1)F)C=1C(N(N=C(C1O)C)C)=O)\C=C\C1=CC=C(C=C1)C1=CC=CC=C1